N-(3-cyano-5,6,7,8-tetrahydro-4H-cyclohepta[b]thiophen-2-yl)-3,4-dimethoxy-benzamide C(#N)C=1C2=C(SC1NC(C1=CC(=C(C=C1)OC)OC)=O)CCCCC2